C(C)(=O)NC=1N=C2N(C(=CC=C2)C=2C=C(C=CC2)C2=CC=C(O2)P(O)(O)=O)C1 (5-(3-(2-acetamidoimidazo[1,2-a]pyridin-5-yl)phenyl)furan-2-yl)phosphonic acid